tert-butyl (R)-7-(5-((1-(tert-butoxycarbonyl)pyrrolidin-3-yl)(3-methoxy-3-methylbutyl)amino)pentyl)-3,4-dihydro-1,8-naphthyridine-1(2H)-carboxylate C(C)(C)(C)OC(=O)N1C[C@@H](CC1)N(CCCCCC1=CC=C2CCCN(C2=N1)C(=O)OC(C)(C)C)CCC(C)(C)OC